{(4-benzyl-1,4,7-triazecane-1,7-diyl)bis[methylene(2-hydroxy-5-methyl-3,1-phenylene)carbonylazanediylmethylene]}bis(phosphonic acid) C(C1=CC=CC=C1)N1CCN(CCCN(CC1)CC=1C(=C(C=C(C1)C)C(=O)NCP(O)(O)=O)O)CC=1C(=C(C=C(C1)C)C(=O)NCP(O)(O)=O)O